OC1CCC2C(C([C@H]3[C@@H]4CC[C@H]([C@@H](CCC(=O)O)C)[C@]4(C(C[C@@H]3[C@]2(C1)C)O)C)O)O 2,6,7,12-tetrahydroxy-cholan-24-oic acid